O=C1NC(CCC1N1C(C2=CC=C(C=C2C1=O)OCCC1CCN(CC1)CCC1CCN(CC1)C1=NC=C(C=C1)C=1C=CC=2C3=C(N(C2C1)C)C=CN=C3)=O)=O 2-(2,6-dioxopiperidin-3-yl)-5-(2-(1-(2-(1-(5-(5-methyl-5H-pyrido[4,3-b]indol-7-yl)pyridin-2-yl)piperidin-4-yl)ethyl)piperidin-4-yl)ethoxy)isoindoline-1,3-dione